C[S@@](=O)(C1=NC=CC(=C1)NC(C1=C(N=CC(=C1C)C(F)(F)F)N1C[C@@H](OCC1)C(F)(F)F)=O)=NC(OC(C)(C)C)=O tert-butyl ((R)-methyl(4-(4-methyl-5-(trifluoromethyl)-2-((R)-2-(trifluoromethyl)morpholino)nicotinamido)pyridin-2-yl)(oxo)-λ6-sulfaneylidene)carbamate